FC=1C=C(COC2CC(C2)NC(OC(C)(C)C)=O)C=CC1F tert-butyl ((1r,3r)-3-((3,4-difluorobenzyl)oxy)cyclobutyl)carbamate